2'-Chloro-5'-methoxy-N-(5-(2-methoxy-6-(trifluoromethyl)nicotinoyl)-6-methyl-5,6-dihydro-4H-pyrrolo[3,4-d]thiazol-2-yl)-6-methyl-[4,4'-bipyridine]-3-carboxamide ClC1=NC=C(C(=C1)C1=C(C=NC(=C1)C)C(=O)NC=1SC2=C(N1)CN(C2C)C(C2=C(N=C(C=C2)C(F)(F)F)OC)=O)OC